4-(4-amino-2-fluorophenoxy)-3-(4-phenoxyphenyl)pyridine-2-amine NC1=CC(=C(OC2=C(C(=NC=C2)N)C2=CC=C(C=C2)OC2=CC=CC=C2)C=C1)F